C(C1=CC=CC=C1)N1C(CC(CC1)C(=O)NN)C 1-Benzyl-2-methylpiperidine-4-carbohydrazide